(3-methoxy-3-oxo-propyl) 2-[2-chloro-5-(3,5-dimethyl-2,6-dioxo-4-thioxo-1,3,5-triazinan-1-yl)-4-fluoro-phenyl]sulfanylpropanoate ClC1=C(C=C(C(=C1)F)N1C(N(C(N(C1=O)C)=S)C)=O)SC(C(=O)OCCC(=O)OC)C